COC1C2=CC=CC=C2C=2C=C(C=CC2C1OC)NN=C(C1=CC=CC=C1)C1=CC=CC=C1 1-(9,10-dimethoxy-9,10-dihydrophenanthren-3-yl)-2-(diphenylmethylene)hydrazine